tert-butyl 2-[4-[(2-chloro-8-oxo-7H-purin-9-yl)methyl]phenyl]-3-methyl-4H,6H,7H-pyrazolo[4,3-c]pyridine-5-carboxylate ClC1=NC=C2NC(N(C2=N1)CC1=CC=C(C=C1)N1N=C2C(CN(CC2)C(=O)OC(C)(C)C)=C1C)=O